N(=[N+]=[N-])CCCCN(C=1SC(=C(N1)C(=O)O)CCCOC1=C(C=C(C=C1)CCCNC)F)C=1N=NC(=C(C1)C)NC=1SC2=C(N1)C=CC=C2 2-[(4-azidobutyl){6-[(1,3-benzothiazol-2-yl)amino]-5-methylpyridazin-3-yl}amino]-5-(3-{2-fluoro-4-[3-(methylamino)propyl]phenoxy}propyl)-1,3-thiazole-4-carboxylic acid